4-(2-oxo-3-p-tolyl-2,3-dihydro-oxazol-4-yl)benzenesulfonamide O=C1OC=C(N1C1=CC=C(C=C1)C)C1=CC=C(C=C1)S(=O)(=O)N